BrC1=CC=C(C=C1)C=1C(=NNC1C)C1=C(C=C(C=C1)O)O 4-[4-(4-bromophenyl)-5-methyl-1H-pyrazol-3-yl]benzene-1,3-diol